OC1(CN(CC1)C(=O)OCCCC)C(C(F)(F)F)(F)F butyl 3-hydroxy-3-(1,1,2,2,2-pentafluoroethyl)pyrrolidine-1-carboxylate